(4aR,6aS,Z)-7-(hydroxyimino)-1,4a,6a-trimethyl-3,4,4a,4b,6,6a,7,8,9,9a,9b,10-dodecahydro-1H-indeno[5,4-f]quinoline-2,5-dione O\N=C/1\CCC2[C@@]1(CC(C1[C@]3(CCC(N(C3=CCC12)C)=O)C)=O)C